2-((1-(3,7-dimethyl-4-oxo-2-(1-oxoisoindolin-2-yl)-4H-pyrido[1,2-a]pyrimidin-9-yl)ethyl)amino)benzoic acid CC1=C(N=C2N(C1=O)C=C(C=C2C(C)NC2=C(C(=O)O)C=CC=C2)C)N2C(C1=CC=CC=C1C2)=O